C(C)(=O)C1=CN(C2=C(C=C(C=C12)C=1C=NC(=NC1)C)C)CC(=O)O 2-(3-acetyl-7-methyl-5-(2-methylpyrimidin-5-yl)-1H-indol-1-yl)acetic acid